bis(3,4-diaminophenyl)methanone NC=1C=C(C=CC1N)C(=O)C1=CC(=C(C=C1)N)N